(3S,4S,5R)-1-(((S)-1-(4-(trifluoromethyl)pyridin-2-yl)piperidin-3-yl)methyl)piperidine-3,4,5-triol FC(C1=CC(=NC=C1)N1C[C@@H](CCC1)CN1C[C@@H](C([C@@H](C1)O)O)O)(F)F